N1N=CC(=C1)C1=CC=C(C=C1)N1CCC(CC1)CNC(CCCCCC)=O N-((1-(4-(1H-pyrazol-4-yl)phenyl)piperidin-4-yl)methyl)heptanamide